NC1(CN(C1)C1=NC(=CC(=N1)N1C[C@@H]2N([C@@H](CN(C2)C2=C3C=CC=NC3=C(C=C2)C#N)C)CC1)C)C 5-[(4R,9aR)-8-[2-(3-amino-3-methyl-azetidin-1-yl)-6-methyl-pyrimidin-4-yl]-4-methyl-3,4,6,7,9,9a-hexahydro-1H-pyrazino[1,2-a]pyrazin-2-yl]quinoline-8-carbonitrile